C1=CC=CC=2C3=CC=CC=C3C(C12)C=1SC=CC1 2-(9H-fluoren-9-yl)thiophene